ClC=1C(=NC=CC1C1=C(C(=CC=C1)C1=NC(=C(C(=C1)Cl)CNC[C@H]1NC(CC1)=O)OC)Cl)C1=CC(=C(CNCC(=O)OC(C)C)C=C1)OC (S)-Isopropyl 2-((4-(3-chloro-4-(2-chloro-3-(4-chloro-6-methoxy-5-((((5-oxopyrrolidin-2-yl)methyl)amino)methyl)pyridin-2-yl)phenyl)pyridin-2-yl)-2-methoxybenzyl)amino)acetate